6-chloro-N-(4-cyanobenzyl)-1-methyl-2-oxo-8-((1-sulfamoylcyclopropyl)methoxy)-1,2-dihydro-1,5-naphthyridine-3-carboxamide ClC=1N=C2C=C(C(N(C2=C(C1)OCC1(CC1)S(N)(=O)=O)C)=O)C(=O)NCC1=CC=C(C=C1)C#N